ozone Oxide [O+](=[O+][O-])[O-]